BrC=1C2=C(C=NC1OCC1(CC1)NC(=O)OC(C)(C)C)CC(C2)C(=O)OC methyl 4-bromo-3-[[1-[(2-methylpropan-2-yl)oxycarbonylamino]cyclopropyl]methoxy]-6,7-dihydro-5H-cyclopenta[c]pyridine-6-carboxylate